(rac)-2-[6-(ethylamino)-4-[2-methyl-4-(4-methyl-1,2,4-triazol-3-yl)pyrazol-3-yl]pyridin-2-yl]-6-({[(1R,2S)-2-hydroxycyclopentyl]oxy}methyl)-4-(trifluoromethyl)-3H-isoindol-1-one C(C)NC1=CC(=CC(=N1)N1C(C2=CC(=CC(=C2C1)C(F)(F)F)CO[C@H]1[C@H](CCC1)O)=O)C=1N(N=CC1C1=NN=CN1C)C |r|